[Si](C)(C)(C(C)(C)C)OC1CCC(CC1)N1C2=C(N(C(C1=O)=O)C)C=C(C=N2)Cl 4-((1r,4r)-4-((tert-butyldimethylsilyl)oxy)cyclohexyl)-7-chloro-1-methyl-1,4-dihydropyrido[2,3-b]pyrazine-2,3-dione